1-fluoro-4-(trideuteriomethoxy)-5-nitro-2-(trifluoromethyl)benzene FC1=C(C=C(C(=C1)[N+](=O)[O-])OC([2H])([2H])[2H])C(F)(F)F